OCCCC(=O)C(O)(C[N+](C)(C)C)CC([O-])=O hydroxybutyryl-carnitine